COC(=O)C1=C(SC(=C1C)C(N)=O)NC(C(CC)C1=CC(=CC(=C1)F)F)=O (2-(3,5-difluorophenyl)butyrylamino)-5-carbamoyl-4-methylthiophene-3-carboxylic acid methyl ester